OC1=C(C=CC=C1)C=NC1=CC=C(C=C1)C N-[(2-hydroxyphenyl)methylene]-4-methylaniline